1-(8-Chloro-5-cyclohexylimidazo[1,5-a]pyridin-6-yl)ethanamine trifluoroacetate salt FC(C(=O)O)(F)F.ClC=1C=2N(C(=C(C1)C(C)N)C1CCCCC1)C=NC2